tert-butyl N-(4-amino-2-fluorophenyl)-N-[2-(morpholin-4-yl)ethyl]carbamate NC1=CC(=C(C=C1)N(C(OC(C)(C)C)=O)CCN1CCOCC1)F